C(C)N1CC2(CN(C2)C=2C=CC(=NC2)NC2=NC=C(C(=N2)C2=C(C3=C(N(C=NC3=O)C(C)C)S2)C)F)C1 6-(2-((5-(6-Ethyl-2,6-diazaspiro[3.3]heptan-2-yl)pyridin-2-yl)amino)-5-fluoropyrimidin-4-yl)-1-isopropyl-5-methylthieno[2,3-d]pyrimidin-4(1H)-one